(12S)-12-methyl-8,11,14-trioxa-4,5,16,19,20-pentaazatetracyclo[13.5.2.12,5.018,21]tricosa-1(20),2(23),3,15(22),16,18(21)-hexaene C[C@@H]1OCCOCCN2N=CC(C3=NNC=4C=NC(OC1)=CC34)=C2